FC=1C(=C(C=C(C1)F)C=1C=C2C(=NN1)NC[C@@H]1N2CCN(C1)C(=O)C1(CCN(CC1)C(=O)OC(C)(C)C)F)O tert-butyl (S)-4-(2-(3,5-difluoro-2-hydroxyphenyl)-6,6a,7,8,9,10-hexahydro-5H-pyrazino[1',2':4,5]pyrazino[2,3-c]pyridazine-8-carbonyl)-4-fluoropiperidine-1-carboxylate